(6-Chloro-5-methyl-1,2,4-triazin-3-yl)-(5,6,7,8-tetrahydroimidazo[1,2-a]pyridin-8-yl)amine ClC1=C(N=C(N=N1)NC1C=2N(CCC1)C=CN2)C